(R)-3-(1-(7-(5-Chloro-1H-pyrazol-4-yl)-4-oxoquinazolin-3(4H)-yl)ethyl)-N-((1-methylpiperidin-4-yl)methyl)benzamide ClC1=C(C=NN1)C1=CC=C2C(N(C=NC2=C1)[C@H](C)C=1C=C(C(=O)NCC2CCN(CC2)C)C=CC1)=O